COC1=CC=C(C=C1)C(OC[C@]12O[C@H]([C@H](NC1)[C@@H]2O[Si](C)(C)C)N2C(NC(C(=C2)C)=O)=O)(C2=CC=CC=C2)C2=CC=C(C=C2)OC 1-[(1R,3R,4R,7S)-1-[[bis(4-methoxyphenyl)-phenylmethoxy]methyl]-7-trimethylsiloxy-2-oxa-5-azabicyclo[2.2.1]heptan-3-yl]-5-methylpyrimidine-2,4-dione